C1(=CC=CS1)C(=O)[O-] TheNAT